C(C)(C)(C)C=1C=C(CN)C=CC1 3-tertiary butyl-benzylamine